diethoxysilyl-propionic acid C(C)O[SiH](OCC)C(C(=O)O)C